propylthymine C(CC)CC=1C(NC(NC1)=O)=O